2-[2-(2-oxo-2-phenylacetyl)oxyethoxy]ethyl 2-oxo-2-phenylacetate O=C(C(=O)OCCOCCOC(C(C1=CC=CC=C1)=O)=O)C1=CC=CC=C1